CN(C1=CC=C(C(=O)NCCC[N+](C)(C)CCCCCCCCCCCC)C=C1)C N-[3-[[4-(dimethylamino)benzoyl]amino]-propyl]N,N-dimethyl-1-dodecylammonium